5-fluoro-2-methylbenzenethiol FC=1C=CC(=C(C1)S)C